C(CCCCCCC(C)(C)C)(=O)OC=C vinyl neoundecanoate